[Fe+3].C(C)C(C(=O)[O-])CCCC.C(C)C(C(=O)[O-])CCCC.C(C)C(C(=O)[O-])CCCC (2-ethylhexanoate) iron (III)